Cl.Cl.N[C@@H](CCCNC(N)=N)C(=O)O arginine hydrochloride hydrochloride